FC(C=1C=C(C=C(C1)C(F)(F)F)C(C(=O)N(C=1C=NC(=CC1C1=C(C=CC=C1)C)N1CCN(CC1)C)C)(C)C)(F)F 2-[3,5-bis(trifluoromethyl)phenyl]-N,2-dimethyl-N-[4-(2-methylphenyl)-6-(4-methylpiperazin-1-yl)pyridin-3-yl]Propionamide